N1C(=CC2=C(C(=C(C(=C12)[2H])[2H])[2H])[2H])[2H] 1H-indole-2,4,5,6,7-d5